COC=1C=C2C(=CC=NC2=CC1OC)OC1=C(C=C(C=C1F)NC(C1=C(C=CC=C1)F)=O)F N-(4-((6,7-dimethoxyquinolin-4-yl)oxy)-3,5-difluorophenyl)-2-fluorobenzamide